C(C)(C)C1=NC=CC=C1C1=NC=C2NC(N(C2=N1)CC1=CC=C(C=C1)C=1N(C=C(N1)C(F)(F)F)C1CN(C1)C)=O (2-isopropylpyridin-3-yl)-9-(4-(1-(1-methylazetidin-3-yl)-4-(trifluoromethyl)-1H-imidazol-2-yl)benzyl)-7,9-dihydro-8H-purin-8-one